FC(OC1=C(C=O)C=CC(=C1)C1=CN(C(C(=C1C)C)=O)C)(F)F 2-(trifluoromethoxy)-4-(1,4,5-trimethyl-6-oxo-3-pyridinyl)benzaldehyde